3,4-dihydroxy-β-phenylethylamine OC=1C=C(C=CC1O)CCN